(4-bromophenyl)-pyrrolidin-3-yl-methanone hydrochloride Cl.BrC1=CC=C(C=C1)C(=O)C1CNCC1